C(#N)C1=CC(=C(C=C1)CCCC(=O)O)NC(=O)[C@H]1[C@]2(C1)CCOC1=CC=C(C=C12)C1=CC=NN1 4-[4-cyano-2-({[(2'R,4S)-6-(1H-pyrazol-5-yl)-2,3-dihydrospiro[chromen-4,1'-cyclopropane]-2'-yl]Carbonyl}amino)phenyl]Butyric acid